C(C1=CC=CC=C1)OC=1C(=NC(=NC1)N1C[C@@H](N(CC1)C(=O)OC(C)(C)C)C)C (S)-tert-butyl 4-(5-(benzyloxy)-4-methylpyrimidin-2-yl)-2-methylpiperazine-1-carboxylate